BrC=1C=CC2=CN(N=C2C1)C1=C(C#N)C=C(C=C1)OC=1C=NC=C(C1)C1=CC=C(C=C1)C#N 2-(6-bromo-2H-indazol-2-yl)-5-((5-(4-cyanophenyl)pyridin-3-yl)oxy)benzonitrile